(2S,4R)-1-[2-(carbamoylamino)acetyl]-N-[(S)-(5-cyclopropyl-6-fluoropyridin-2-yl)(phenyl)methyl]-4-fluoropyrrolidine-2-carboxamide C(N)(=O)NCC(=O)N1[C@@H](C[C@H](C1)F)C(=O)N[C@@H](C1=CC=CC=C1)C1=NC(=C(C=C1)C1CC1)F